N-[1-[5-acetamido-2-(5-bromo-2-pyridyl)pyrazol-3-yl]ethyl]-N-methyl-3,5-bis(trifluoromethyl)benzamide C(C)(=O)NC=1C=C(N(N1)C1=NC=C(C=C1)Br)C(C)N(C(C1=CC(=CC(=C1)C(F)(F)F)C(F)(F)F)=O)C